Cl.N[C@@H](CC(=O)O)CC1=C(C=C(C(=C1)F)F)F (R)-3-amino-4-(2,4,5-trifluorophenyl)butyric acid hydrochloride